[Cl-].C(CCN1C=[N+](C2=C1C=CC=C2)CCO)N2C=[N+](C1=C2C=CC=C1)CCO.[Cl-] 1,1'-(propane-1,3-diyl)bis(3-(2-hydroxyethyl)-1H-benzo[d]imidazol-3-ium) chloride salt